tert-butyl (1-(((2R,3R,4R,5S,6S)-6-((7H-purin-6-yl)amino)-4,5-dihydroxy-2-(hydroxymethyl)tetrahydro-2H-pyran-3-yl)carbamoyl)cyclopentyl)carbamate N1=CN=C2N=CNC2=C1N[C@@H]1[C@H]([C@@H]([C@H]([C@@H](O1)CO)NC(=O)C1(CCCC1)NC(OC(C)(C)C)=O)O)O